(R)-3-((4-hydroxy-1-(3-phenylbutanoyl)piperidin-4-yl)methyl)-6-((2-(phenylamino)ethyl)amino)pyrimidin-4(3H)-one OC1(CCN(CC1)C(C[C@@H](C)C1=CC=CC=C1)=O)CN1C=NC(=CC1=O)NCCNC1=CC=CC=C1